3,3'-(oxazole-2,5-diyl)bis(prop-2-yn-1-amine) O1C(=NC=C1C#CCN)C#CCN